(S)-2-(((Benzyloxy)carbonyl)amino)-2-((1r,4S)-4-fluorocyclohexyl)acetic acid C(C1=CC=CC=C1)OC(=O)N[C@H](C(=O)O)C1CCC(CC1)F